3-benzyloxy-2-(1-methoxymethyl-5-phenyl-1H-pyrazol-3-yl)-N-[2-(pyridin-2-yl)ethyl]benzamide C(C1=CC=CC=C1)OC=1C(=C(C(=O)NCCC2=NC=CC=C2)C=CC1)C1=NN(C(=C1)C1=CC=CC=C1)COC